1-(5-(1-(3,3-difluorocyclobutyl)-2-methyl-1H-imidazo[4,5-b]pyridin-6-yl)pyrrolo[2,1-f][1,2,4]triazin-2-yl)-N3-methylcyclobutane-1,3-diamine FC1(CC(C1)N1C(=NC2=NC=C(C=C21)C=2C=CN1N=C(N=CC12)C1(CC(C1)NC)N)C)F